N-(4,4-difluorocyclohexyl)-6-(methoxymethyl)-2-(4-methyloxazol-2-yl)pyrimidin-4-amine FC1(CCC(CC1)NC1=NC(=NC(=C1)COC)C=1OC=C(N1)C)F